C1(CC1)[Zn] Cyclopropylzinc